C(C)C=1C=NC(=NC1)C1(OCCO1)C 5-Ethyl-2-(2-methyl-1,3-dioxolan-2-yl)pyrimidine